(R)-N-(2-(4-allylpiperazin-1-yl)-5-((6-(3-(3-fluoro-5-((3-fluorobenzyl)oxy)phenyl)isoxazolidin-2-yl)pyrimidin-4-yl)amino)-4-methoxyphenyl)acrylamide C(C=C)N1CCN(CC1)C1=C(C=C(C(=C1)OC)NC1=NC=NC(=C1)N1OCC[C@@H]1C1=CC(=CC(=C1)OCC1=CC(=CC=C1)F)F)NC(C=C)=O